ClC1=CC=C(S1)CNC1=CC(=NN1C(C1=C(C=CC=C1)OC)=O)C1N(CCC1)C(C(C)(C)C)=O 1-[2-(5-[(5-chlorothiophen-2-yl)methyl]amino-1-(2-methoxybenzoyl)-1H-pyrazol-3-yl)pyrrolidin-1-yl]-2,2-dimethylpropan-1-one